2-((2-chloro-6-methyl-5,6,7,8-tetrahydropyrido[4,3-d]pyrimidin-4-yl)oxy)-1-fluoro-10-methyl-5,6,8,9,10,11-hexahydro-7H-pyrido[3',4':4,5]pyrrolo[2,3-f]isoquinolin-7-one ClC=1N=C(C2=C(N1)CCN(C2)C)OC=2N=CC=1CCC3=C(C1C2F)NC2=C3C(NCC2C)=O